C(C=C)(=O)OC1=C(C=C(C=C1C(C)(C)CC)C(C)(C)CC)C(C)C1=C(C(=CC(=C1)C(C)(C)CC)C(C)(C)CC)O 2-[1-(2-hydroxy-3,5-Di-tert-pentylphenyl)ethyl]-4,6-di-tert-pentylphenyl acrylate